benzenetetracarboxylic acid Glycidyl ester C(C1CO1)OC(=O)C=1C(=C(C(=CC1)C(=O)O)C(=O)O)C(=O)O